[6-(5-cyclopropyl-4H-1,2,4-triazol-3-yl)-2-azaspiro[3.3]heptan-2-yl]-[3-[2-[3-(trifluoromethyl)pyrrolidin-1-yl]pyrimidin-5-yl]azetidin-1-yl]methanone C1(CC1)C=1NC(=NN1)C1CC2(CN(C2)C(=O)N2CC(C2)C=2C=NC(=NC2)N2CC(CC2)C(F)(F)F)C1